[Cl-].C1(CC1)C1=NC=NC(=C1C1=NC=C2C(=N1)N(N=C2C(=O)NO)COCC[Si](C)(C)C)OC (Z)-6-(4-cyclopropyl-6-methoxypyrimidin-5-yl)-N-hydroxy-1-((2-(trimethylsilyl)ethoxy)methyl)-1H-pyrazolo[3,4-d]pyrimidine-3-carboxamide chloride